C1(CCC1)C=1N(C(C2=C(NC3=CC=CN=C3C2=O)N1)=O)C1=C(C=C(C=C1)F)F 2-cyclobutyl-3-(2,4-difluorophenyl)pyrimido[4,5-b][1,5]naphthyridine-4,5(3H,10H)-dione